5-bromo-3-iodo-1-{[2-(trimethylsilyl)ethoxy]methyl}pyrazolo[3,4-b]pyridine BrC=1C=C2C(=NC1)N(N=C2I)COCC[Si](C)(C)C